Diaminopropyldipropylene glycol NC(CCCC(COC(C)CO)O)N